N1C=CC=CC2=C1C=CN=C2O pyrido[3,4-f]azepin-6-ol